FC1(CC(C1)N1N=C(C=C1)[N+](=O)[O-])F 1-(3,3-difluorocyclobutyl)-3-nitropyrazole